N,N'-dimethylhexamethylenediamine CNCCCCCCNC